NCCOC(C(=C)C)=O 2-Aminoethylmethacrylat